CC=1C(=C(C=CC1N)N)[N+](=O)[O-] (E)-methyl-2-nitrobenzene-1,4-diamine